FC1=C(C=CC(=C1)C1CN(CCC1)C)[S@@](=O)(N)=NC(NC1=C2C(=CC=3CCCC13)CC2)=O (R)-2-fluoro-4-(1-methylpiperidin-3-yl)-N'-((2,4,5,6-tetrahydro-1H-cyclobuta[f]inden-3-yl)carbamoyl)benzenesulfonimidamide